C(C=C)NC(=S)N Allyl-thiourea